The molecule is a cholestanoid that is cholesta-5,24-diene substituted by a beta-hydroxy group at position 3. It is an intermediate metabolite obtained during the synthesis of cholesterol. It has a role as a human metabolite and a mouse metabolite. It is a 3beta-sterol, a cholestanoid, a C27-steroid and a 3beta-hydroxy-Delta(5)-steroid. C[C@H](CCC=C(C)C)[C@H]1CC[C@@H]2[C@@]1(CC[C@H]3[C@H]2CC=C4[C@@]3(CC[C@@H](C4)O)C)C